[2',6'-Bis(1-methylethoxy)[1,1'-biphenyl]-2-yl]dicyclohexylphosphine CC(C)OC1=C(C(=CC=C1)OC(C)C)C1=C(C=CC=C1)P(C1CCCCC1)C1CCCCC1